CN(C)CCNCCO N-(N,N-dimethylaminoethyl)ethanolamine